ClC=1C=C(NC(C(C(=O)NC2C[C@@H](CC2)C(=O)OC)(F)F)=O)C=C(C1)Cl methyl (1R)-3-[[3-(3,5-dichloroanilino)-2,2-difluoro-3-oxo-propanoyl]amino]cyclopentanecarboxylate